CC1=NC=C(C=C1)C(F)(F)F methyl-5-(trifluoromethyl)pyridin